C(C)SCCSCC(C)C=1SC=CN1 2-[2-(2-ethylsulfanylethylthio)-1-methyl-ethyl]thiazole